7-(2-((3aS,4R,6aR)-4-(4-Amino-7H-pyrrolo[2,3-d]pyrimidin-7-yl)-2,2-dimethyl-3a,6a-dihydro-4H-cyclopenta[d][1,3]dioxol-6-yl)ethyl)-N-cyclobutylquinolin-2-amine NC=1C2=C(N=CN1)N(C=C2)[C@@H]2C=C([C@H]1OC(O[C@H]12)(C)C)CCC1=CC=C2C=CC(=NC2=C1)NC1CCC1